1,4-Butanedisulfonic acid C(CCCS(=O)(=O)O)S(=O)(=O)O